FC1=NC(=CC(=C1)N(C=1SC(=C(N1)C(=O)NC1C(CC1)(C)C)C)C(=O)C=1OC=CC1)F 2-[(2,6-difluoro-4-pyridinyl)-(furan-2-carbonyl)amino]-N-(2,2-dimethylcyclobutyl)-5-methyl-thiazole-4-carboxamide